O=C1NC(CCC1N1C(C2=CC=C(C=C2C1=O)N1C2CNCC1C2)=O)=O 6-(2-(2,6-dioxopiperidin-3-yl)-1,3-dioxoisoindoline-5-yl)-3,6-diazabicyclo[3.1.1]heptane